(trifluoromethyl)-4,5-dihydroisoxazol FC(F)(F)C1=NOCC1